(3S,5S,8R,9S,10S,13S,14S,17R)-17-((2S,3R)-4-cyclopentyl-3-hydroxybutan-2-yl)-3-ethyl-10,13-dimethylhexadecahydro-1H-cyclopenta[a]phenanthren-3-ol C1(CCCC1)C[C@H]([C@@H](C)[C@H]1CC[C@H]2[C@@H]3CC[C@H]4C[C@](CC[C@@]4([C@H]3CC[C@]12C)C)(O)CC)O